C(#C)C1=C2C=CC(=CC2=CC=C1F)OP(=O)(O)O.ClC1=CC(=C(C=C1)C1=CC=C(C=C1)C1CN(C1)C(CCC1NC(NC1)=O)=O)S(=O)(=O)C (-)-4-[3-[3-[4-(4-Chloro-2-methylsulfonyl-phenyl)phenyl]azetidin-1-yl]-3-oxo-propyl]imidazolidin-2-one 5-ethynyl-6-fluoronaphthalen-2-yl-phosphate